C1=NC=C(C2=CC=CC=C12)N1C(N(C[C@H]1C#N)C1=NC=CC(=N1)C(F)(F)F)=O (S)-3-(isoquinolin-4-yl)-2-oxo-1-(4-(trifluoromethyl)pyrimidin-2-yl)imidazoline-4-carbonitrile